BrC(OC=1C=C(C(=NC1)C(=O)OC)F)(F)F methyl 5-(bromodifluoromethoxy)-3-fluoropyridinecarboxylate